2,4-dichloro-3,6-lutidine ClC1=NC(=CC(=C1C)Cl)C